5,7-dibromo-2-trifluoromethyl-2,3-dihydro-thieno[3,4-b][1,4]Dioxin BrC=1SC(=C2OC(COC21)C(F)(F)F)Br